(S)-3-((4-(difluoromethyl)-1,1,2,2-tetrafluoro-3-hydroxy-2,3-dihydro-1H-inden-5-yl-3-d)oxy)-5-fluorobenzonitrile FC(C1=C2[C@](C(C(C2=CC=C1OC=1C=C(C#N)C=C(C1)F)(F)F)(F)F)([2H])O)F